OC[C@H](C)S(=O)(=O)NC1=CC(=C(C(=O)NC2=NC(=CC=C2)N2C[C@@H](OCC2)C)C=C1)N1CCC2(CC2)CC1 4-(((S)-2-Hydroxy-1-methyl-ethyl)sulfonamido)-N-(6-((S)-2-methylmorpholino)pyridin-2-yl)-2-(6-azaspiro[2.5]octan-6-yl)benzamide